NC1=NN2C(C=C(C=C2)C=2C(=C(OCCC(C(O)C3=CC=C(C=C3)F)F)C(=CC2)F)F)=N1 4-(3-(2-amino-[1,2,4]triazolo[1,5-a]pyridin-7-yl)-2,6-difluorophenoxy)-2-fluoro-1-(4-fluorophenyl)butan-1-ol